2-(methacryloyloxy)-ethyl 4-(N,N-dimethylamino)-benzoate CN(C)C1=CC=C(C(=O)OCCOC(C(=C)C)=O)C=C1